Ethylcitrat C(C)C(C(=O)[O-])C(O)(C(=O)[O-])CC(=O)[O-]